C[N+](C(CCNC(C=C)=O)C)(C)C N-[3-(trimethylammonio)-butyl]-acrylamide